para-bromoaminobenzene BrNC1=CC=CC=C1